C(C)(C)C=1C(=C2CCCC2=CC1)NC(=O)N=[S@](=O)(N)C=1C=NN2C1OCCC2 (R)-N'-((5-isopropyl-2,3-dihydro-1H-inden-4-yl)carbamoyl)-6,7-dihydro-5H-pyrazolo[5,1-b][1,3]oxazine-3-sulfonimidamide